(S)-N1-(1-(2-(bicyclo[2.2.1]hept-5-en-2-ylamino)-2-oxoethyl)-2-oxo-1,2-dihydropyridin-3-yl)-N6-methyl-2-(3-methylbenzofuran-2-carboxamido)-5-oxohexanediamide C12C(CC(C=C1)C2)NC(CN2C(C(=CC=C2)NC([C@H](CCC(C(=O)NC)=O)NC(=O)C=2OC1=C(C2C)C=CC=C1)=O)=O)=O